C(C=C)(=O)N1CCC(CC1)(CO)NC(=O)C=1C(N(N=C(C1)C1=CC=C(C=C1)Cl)C=1C=NN(C1)C)=O N-(1-propenoyl-4-(hydroxymethyl)piperidin-4-yl)-6-(4-chlorophenyl)-2-(1-methyl-1H-pyrazol-4-yl)-3-oxo-2,3-dihydropyridazine-4-carboxamide